N4-[(2,3-Difluorophenyl)methyl]-6-imidazo[1,5-a]pyridin-6-yl-1,3,5-triazine-2,4-diamine FC1=C(C=CC=C1F)CNC1=NC(=NC(=N1)C=1C=CC=2N(C1)C=NC2)N